C[Ni] methyl-nickel